CYCLOHEXADIENE C1CC=CC=C1